CN(CCCNCCCCCCCC\C=C/CCCCCCCC)C N,N-dimethyl-oleyl-1,3-propylenediamine